methyl (2S,3R)-3-methoxy-2-(methylamino)butanoate hydrochloride Cl.CO[C@@H]([C@@H](C(=O)OC)NC)C